C1(=CC=CC=C1)[C@H]1N(OCC1)C1=NC(=NC=C1C(F)(F)F)NC1=CC=C(C=C1)N1C[C@@H](N([C@@H](C1)C)C)C 4-((S)-3-phenylisoxazolidin-2-yl)-5-(trifluoromethyl)-N-(4-((3S,5R)-3,4,5-trimethylpiperazin-1-yl)phenyl)pyrimidin-2-amine